C[C@@H]1[C@H](CNC1)NC1=CC=CC(=N1)C1=CN=C2N1C=C(N=C2)C(C)(C)O 2-(3-(6-(((3R,4S)-4-methylpyrrolidin-3-yl)amino)pyridin-2-yl)imidazo[1,2-a]pyrazin-6-yl)propan-2-ol